CN1N=CC(=C1)N1N=C(C=C(C1=O)C(=O)N)C1=CC=C(C=C1)OC(F)(F)F 2-(1-methyl-1H-pyrazol-4-yl)-3-oxo-6-[4-(trifluoromethoxy)phenyl]-2,3-dihydropyridazine-4-carboxamide